(R)-2-((R)-1,2-dihydroxypropan-2-yl)-N'-((3-oxo-1,2,3,5,6,7-hexahydro-s-indacen-4-yl)carbamoyl)thiazole-5-sulfonimidamide OC[C@@](C)(O)C=1SC(=CN1)[S@@](=O)(N)=NC(NC1=C2C(CCC2=CC=2CCCC12)=O)=O